C(CCCC)N(CCCCC)CC(=O)OCCCCCCCCCC 1-decyl N,N-dipentylaminoacetate